COC1=CC=C(CNC(CN)C)C=C1 N2-(4-Methoxybenzyl)-1,2-propandiamin